(1-acetylazetidin-3-yl)-3-fluoro-5-((2-fluoro-4-iodophenyl)amino)isonicotinamide C(C)(=O)N1CC(C1)C=1C(=C(C(=O)N)C(=CN1)NC1=C(C=C(C=C1)I)F)F